N-(2,2-Dimethyl-3-phenylpropyl)-1-(7-methylthieno[3,2-d]pyrimidin-4-yl)piperidin-4-amine CC(CNC1CCN(CC1)C=1C2=C(N=CN1)C(=CS2)C)(CC2=CC=CC=C2)C